1-[5-{[(5-chloro-2-fluorophenyl)(2H2)methyl]oxy}-1-(cyclohexylmethyl)-1H-pyrazol-3-yl]-N-methylmethanamine ClC=1C=CC(=C(C1)C(OC1=CC(=NN1CC1CCCCC1)CNC)([2H])[2H])F